C(CCC)N1CC=C(C=C1)C(=O)[O-] N-butyl-4-picolinate